6-amino-3-methyl-N-(pyridin-2-ylmethyl)pyridine-2-sulfonamide NC1=CC=C(C(=N1)S(=O)(=O)NCC1=NC=CC=C1)C